FC1=C(CN2N=C(N=C2)C(=O)N[C@@H]2C(N(C=3N(CC2)N=C(C3)[C@H]3C(C3)(F)F)C)=O)C=CC=C1F 1-(2,3-difluorobenzyl)-N-((S)-2-((S)-2,2-difluorocyclopropyl)-4-methyl-5-oxo-5,6,7,8-tetrahydro-4H-pyrazolo[1,5-a][1,3]diazepin-6-yl)-1H-1,2,4-triazole-3-carboxamide